4-((2-(azetidin-1-ylmethyl)benzyl)amino)-2,6-difluoro-N-(thiazol-4-yl)benzenesulfonamide formate C(=O)O.N1(CCC1)CC1=C(CNC2=CC(=C(C(=C2)F)S(=O)(=O)NC=2N=CSC2)F)C=CC=C1